4-chloro-N-(1-(2-fluorophenyl)-2-methylpropan-2-yl)-6,7-dihydro-5H-cyclopenta[b]pyridine-3-carboxamide ClC1=C2C(=NC=C1C(=O)NC(CC1=C(C=CC=C1)F)(C)C)CCC2